Methyl-o-benzoyLbenzoate COC(C1=C(C=CC=C1)C(C1=CC=CC=C1)=O)=O